C(C)(C)(C)OC(=O)N1CC(CC1)C(NC1=CC(=C(C=C1)N(C)C)C(NCC1=CC(=CC=C1)C=1SC=CN1)=O)=O 3-((4-(dimethylamino)-3-((3-(thiazol-2-yl)benzyl)carbamoyl)phenyl)carbamoyl)pyrrolidine-1-carboxylic acid tert-butyl ester